CC1=NNC(=C1C1=CC(=C(N1)C1=C(C=C(C=C1)C)F)C(=O)N)C 5-(3,5-dimethyl-1H-pyrazol-4-yl)-2-(2-fluoro-4-methylphenyl)-1H-pyrrole-3-carboxamide